5-fluoro-1,3-benzoxazol-2-amine FC=1C=CC2=C(N=C(O2)N)C1